DL-Norleucin N[C@@H](CCCC)C(=O)O |r|